BrC1=CC(=C(C=C1)C(C1=CC=C(CCC2CCNCC2)C=C1)(F)F)Cl 4-(4-((4-bromo-2-chlorophenyl)difluoromethyl)phenethyl)piperidine